C=C1N=C(C=C2C1=NN=C2)C(=O)O 7-methylenepyrazolo[3,4-c]pyridine-5-carboxylic acid